9,9',9'',9'''-(3,6-bis(2,6-dimethylpyridin-4-yl)benzene-1,2,4,5-tetrayl)tetrakis(3,6-dimethyl-9H-carbazole) CC1=NC(=CC(=C1)C=1C(=C(C(=C(C1N1C2=CC=C(C=C2C=2C=C(C=CC12)C)C)N1C2=CC=C(C=C2C=2C=C(C=CC12)C)C)C1=CC(=NC(=C1)C)C)N1C2=CC=C(C=C2C=2C=C(C=CC12)C)C)N1C2=CC=C(C=C2C=2C=C(C=CC12)C)C)C